NC=1C(=NC(=CC1)N1N=CC=C1)NC=1C=C2CC[C@@H](C2=CC1)NC(OC(C)(C)C)=O tert-butyl (S)-(5-((3-amino-6-(1H-pyrazol-1-yl)pyridin-2-yl)amino)-2,3-dihydro-1H-inden-1-yl)carbamate